COC([C@@H](C1=C(C=CC(=C1)F)OC)Br)=O |r| (2RS)-2-bromo-2-(5-fluoro-2-methoxyphenyl)acetic acid methyl ester